NC1=C(SC2=NC(=CC=C21)C2=CC=1C(N=C2)=NN(C1)C)[C@H](O)C1CC(C1)(F)F (R)-(3-amino-6-(2-methyl-2H-pyrazolo[3,4-b]pyridin-5-yl)thieno[2,3-b]pyridin-2-yl)(3,3-difluorocyclobutyl)methanol